5-(tert-butyl)-N-(4-(7-(1-methyl-1H-pyrazol-4-yl)imidazo[1,2-c]pyrimidin-5-yl)benzyl)-1,3,4-oxadiazole-2-carboxamide C(C)(C)(C)C1=NN=C(O1)C(=O)NCC1=CC=C(C=C1)C1=NC(=CC=2N1C=CN2)C=2C=NN(C2)C